4-amino-2,6-dichlorobenzoic acid NC1=CC(=C(C(=O)O)C(=C1)Cl)Cl